FCC1=NC=CC2=C1C(=CN2S(=O)(=O)C2=CC=C(C=C2)C)C2=NC(=NC(=C2)OC2CCC(CC2)C(F)(F)F)C 4-[4-(fluoromethyl)-1-(4-methylbenzenesulfonyl)-1H-pyrrolo[3,2-c]-pyridin-3-yl]-2-methyl-6-{[(1r,4r)-4-(trifluoromethyl)cyclohexyl]oxy}pyrimidine